ClC=1C=C2C(=NC(=NC2=C(C1C1=CC(=CC2=CC=CC=C12)O)F)OC[C@H]1N(CCC1)C)N1CC2NC(C1)C2 4-(6-chloro-4-{3,6-diazabicyclo[3.1.1]hept-3-yl}-8-fluoro-2-{[(2S)-1-methylpyrrolidin-2-yl]methoxy}quinazolin-7-yl)naphthalene-2-ol